methyl 5-acetamido-5'-chloro-2',4'-difluoro-2-(trifluoromethyl)-[1,1'-biphenyl]-4-carboxylate C(C)(=O)NC=1C(=CC(=C(C1)C1=C(C=C(C(=C1)Cl)F)F)C(F)(F)F)C(=O)OC